ClC=1C=C(C=CC1Cl)N1N=C(C=C1C)OCCCCN1CC2=CC=CC=C2CC1 2-{4-[1-(3,4-dichlorophenyl)-5-methyl-1H-pyrazol-3-yloxy]butyl}-1,2,3,4-tetrahydroisoquinoline